O=C1NC(CCC1C1=CC2=C(NC(=N2)N2CCN(CC2)C(=O)OC(C)(C)C)C=C1)=O tert-butyl 4-[5-(2,6-dioxo-3-piperidyl)-1H-benzimidazol-2-yl]piperazine-1-carboxylate